O=S1([C@@H](CN(CC1)C(=O)[C@H]1N(CCC1)C([C@H](C(C)(C)C)NC(=O)C1=CC2=C(S1)C=CC(=C2)C(F)(F)P(O)(O)=O)=O)C2=CC=CC=C2)=O ((2-(((S)-1-((S)-2-((R)-1,1-dioxido-2-phenylthiomorpholine-4-carbonyl)pyrrolidin-1-yl)-3,3-dimethyl-1-oxobutan-2-yl)carbamoyl)benzo[b]thiophen-5-yl)difluoromethyl)phosphonic acid